1H-pyrazino[2,1-c][1,4]oxazine-8-carboxamide C1OC=CN2C1=CN(C=C2)C(=O)N